C(C)(C)(C)OC(=O)NCC(=O)N1[C@@H](CCC1)C(=O)O N-[tert-butoxycarbonyl]glycyl-L-proline